(cycloocta-1,5-diene) iridium (I) [Ir+].C1=CCCC=CCC1